N[C@H]1CS(C2=C(N(C1=O)CC1=CC=C(C=C1)Cl)C=C(C(=C2)F)C=2OC(=NN2)NC(C(F)(F)F)C)(=O)=O (3R)-3-amino-5-[(4-chlorophenyl)methyl]-8-fluoro-1,1-dioxo-7-[5-[(2,2,2-trifluoro-1-methyl-ethyl)amino]-1,3,4-oxadiazol-2-yl]-2,3-dihydro-1lambda6,5-benzothiazepin-4-one